Methyl 3-isopropyl-1H-pyrazole-5-carboxylate C(C)(C)C1=NNC(=C1)C(=O)OC